BrCC1=C(C=CC=C1Cl)N1N=NN=C1 1-(2-bromomethyl-3-chloro-phenyl)-1H-tetrazole